CC1=C(C=CC=C1C)N1CCN(CC1)C(CN1N=C(C2=C1CCC2)C(=O)N2CCC(CC2)C(=O)NC)=O 1-(1-{2-[4-(2,3-Dimethylphenyl)piperazin-1-yl]-2-oxoethyl}-1,4,5,6-tetrahydrocyclopenta[c]pyrazol-3-carbonyl)-N-methylpiperidin-4-carboxamid